(azetidin-3-yl)cyclopropanecarboxamide HCl Cl.N1CC(C1)C1(CC1)C(=O)N